4-(5-Hydroxy-3-methylpyrazol-1-yl)benzene-sulfonamide OC1=CC(=NN1C1=CC=C(C=C1)S(=O)(=O)N)C